2'-((8-amino-6-(5-amino-4-methylpyridin-3-yl)-7-fluoroisoquinolin-3-yl)amino)-6'-methyl-5',6'-dihydrospiro[cyclopropane-1,4'-pyrazolo[1,5-d][1,4]diazepin]-7'(8'H)-one NC=1C(=C(C=C2C=C(N=CC12)NC1=NN2CC(N(CC3(C2=C1)CC3)C)=O)C=3C=NC=C(C3C)N)F